isopentadecenoic acid C(C=CCCCCCCCCCC(C)C)(=O)O